N-[2-(2,6-dioxo-hexahydropyridin-3-yl)-3-oxo-2,3-dihydro-1H-isoindol-5-yl]glycine Tert-butyl-(S)-2-(bis(tert-butoxycarbonyl)amino)-5-oxopentanoate C(C)(C)(C)[C@](C(=O)O)(CCC=O)N(C(=O)OC(C)(C)C)C(=O)OC(C)(C)C.O=C1NC(CCC1N1CC2=CC=C(C=C2C1=O)NCC(=O)O)=O